2-(1-(9-ethyl-6-morpholino-8-(pyridin-4-yl)-9H-purin-2-yl)-5-phenyl-1H-pyrazol-3-yl)ethanol C(C)N1C2=NC(=NC(=C2N=C1C1=CC=NC=C1)N1CCOCC1)N1N=C(C=C1C1=CC=CC=C1)CCO